tertbutyl rel-(3S,4S)-N-[4-[1-methyl-7-[4-(4-methylpiperazin-1-yl)anilino]-2-oxo-4H-pyrimido[4,5-d]pyrimidin-3-yl]-3-piperidyl]carbamate CN1C(N(CC=2C1=NC(=NC2)NC2=CC=C(C=C2)N2CCN(CC2)C)[C@@H]2[C@H](CNCC2)NC(OC(C)(C)C)=O)=O |o1:25,26|